N-((1S)-cyclohexyl(2-(((3R,5R)-2-oxo-5-(trifluoromethyl)piperidin-3-yl)methyl)-3-(tetrahydro-2H-pyran-4-yl)imidazo[1,2-b][1,2,4]triazin-6-yl)methyl)-1-ethyl-1H-pyrazole-5-carboxamide C1(CCCCC1)[C@H](NC(=O)C1=CC=NN1CC)C=1N=C2N(N=C(C(=N2)C2CCOCC2)C[C@@H]2C(NC[C@@H](C2)C(F)(F)F)=O)C1